4-(3-(2,6-dimethylphenoxy)-1-methyl-2-oxo-1,2-dihydropyridin-4-yl)-6-methyl-7-oxo-N-(1,1,1-trifluoro-2-methylpropan-2-yl)-6,7-dihydro-1H-pyrrolo[2,3-c]pyridine-2-carboxamide CC1=C(OC=2C(N(C=CC2C=2C3=C(C(N(C2)C)=O)NC(=C3)C(=O)NC(C(F)(F)F)(C)C)C)=O)C(=CC=C1)C